C(C)C(CC)C1=CC=CC=C1 1-ethyl-n-propylbenzene